tert-Butyl (5-azaspiro[2.4]heptan-6-yl)carbamate C1CC12CNC(C2)NC(OC(C)(C)C)=O